C(#N)C1=CC(=NC=C1)N1CC2(C3=C1N=CN=C3N3C[C@H](N(CC3)C(=O)OC(C)(C)C)C)CCC2 (R)-tert-butyl 4-(7'-(4-cyanopyridin-2-yl)-6',7'-dihydrospiro[cyclobutane-1,5'-pyrrolo[2,3-d]pyrimidin]-4'-yl)-2-methylpiperazine-1-carboxylate